C(#N)C1=CC(=C(COC2=CC=CC(=N2)N2C[C@@H](N(CC2)CC2=NC3=C(N2CCOC)C=C(C=C3)C(=O)O)C)C=C1)F 2-{[(2S)-4-{6-[(4-cyano-2-fluorobenzyl)oxy]pyridin-2-yl}-2-methylpiperazin-1-yl]methyl}-1-(2-methoxyethyl)-1H-benzimidazole-6-carboxylic acid